C1(CCCCC1)N1N=NNC1=S 1-cyclohexyl-1,4-dihydro-5H-tetrazole-5-thione